4-bromo-5-[4-(3-ethoxy-benzyl)-piperazin-1-yl]-benzofuran-2-carboxylic acid BrC1=C(C=CC2=C1C=C(O2)C(=O)O)N2CCN(CC2)CC2=CC(=CC=C2)OCC